O1CCN(CC1)C1=NC=CC(=C1)NC1=NC=NC2=CC(=C(C=C12)NC(CCCC(=O)OC)=O)OC methyl 5-((4-((2-morpholinopyridin-4-yl) amino)-7-methoxyquinazolin-6-yl) amino)-5-oxopentanoate